5-fluoro-N-methylpicolinamide FC=1C=CC(=NC1)C(=O)NC